methyl 3-(1-((tert-butylsulfinyl)amino)ethyl)bicyclo[1.1.1]pentane-1-carboxylate C(C)(C)(C)S(=O)NC(C)C12CC(C1)(C2)C(=O)OC